bromo-3',4'-dihydro-1'h-spiro[cyclopropane-1,2'-naphthalene]-1'-amine hydrochloride Cl.BrC1(C2(CCC3=CC=CC=C13)CC2)N